1,1-Dicyclopropyl-pentan-1-ol C1(CC1)C(CCCC)(O)C1CC1